5-((diisopropylamino)methyl)-2-fluoro-4-(2-methoxypyridin-4-yl)phenyl 3-((1R,2S)-3-(tert-butoxy)-1-cyclopropyl-2-methyl-3-oxopropyl)benzoate C(C)(C)(C)OC([C@H]([C@@H](C1CC1)C=1C=C(C(=O)OC2=C(C=C(C(=C2)CN(C(C)C)C(C)C)C2=CC(=NC=C2)OC)F)C=CC1)C)=O